(tetrahydrofuran-2-ylmethyl)pyrazol O1C(CCC1)CC1=NNC=C1